3-[1-(1-adamantylmethyl)-5-methyl-pyrazol-4-yl]-6-[[6-(1,3-benzothiazol-2-ylamino)-5-methyl-pyridazin-3-yl]-methyl-amino]pyridine-2-carboxylic acid C12(CC3CC(CC(C1)C3)C2)CN2N=CC(=C2C)C=2C(=NC(=CC2)N(C)C=2N=NC(=C(C2)C)NC=2SC3=C(N2)C=CC=C3)C(=O)O